3,3-dimethyl-1-((5-(p-tolyl)-4H-1,2,4-triazol-3-yl)thio)butan-2-one CC(C(CSC1=NN=C(N1)C1=CC=C(C=C1)C)=O)(C)C